calcium dilysinate N[C@@H](CCCCN)C(=O)[O-].N[C@@H](CCCCN)C(=O)[O-].[Ca+2]